7-Chloro-3-((1-(3-phenylpropanoyl)piperidin-4-yl)methyl)quinazolin-4(3H)-one ClC1=CC=C2C(N(C=NC2=C1)CC1CCN(CC1)C(CCC1=CC=CC=C1)=O)=O